18-(3-(2-((1,2-dimethylhydrazinyl)methyl)-1H-indol-1-yl)propanamido)-5-isopropyl-2-methyl-1,4,7,17-tetraoxo-10,13-dioxa-3,6,16-triazahenicosan-21-oic acid CN(NC)CC=1N(C2=CC=CC=C2C1)CCC(=O)NC(C(NCCOCCOCCC(NC(C(NC(C=O)C)=O)C(C)C)=O)=O)CCC(=O)O